N1(C=NC=C1)C1=CC(=C2C(=N1)C=NN2)C(=O)O 5-(1H-Imidazol-1-yl)-1H-pyrazolo[4,3-b]pyridine-7-carboxylic acid